5-(benzofuran-3-yl)-3-methylene-4-(p-tolyl)dihydrofuran-2(3H)-one O1C=C(C2=C1C=CC=C2)C2C(C(C(O2)=O)=C)C2=CC=C(C=C2)C